(R)-4-chloro-5-(3-((4-(1-((3-hydroxyoxetan-3-yl)methyl)-3,5-dimethyl-1H-pyrazol-4-yl)pyridin-2-yl)oxy)pyrrolidin-1-yl)pyridazin-3(2H)-one ClC=1C(NN=CC1N1C[C@@H](CC1)OC1=NC=CC(=C1)C=1C(=NN(C1C)CC1(COC1)O)C)=O